C(C)(C)(C)N1SC2=C(C1=O)C=CC=C2 N-tert-butyl-1,2-benzisothiazolin-3-one